3-bromo-1-cyclopentyl-pyrazolo[3,4-D]Pyrimidin-4-amine BrC1=NN(C2=NC=NC(=C21)N)C2CCCC2